OC=1C=CC2=C(CN(S(O2)(=O)=O)CC=2C=C(C=CC2C)C(CC(=O)OCC)C2=C(C3=C(N(N=N3)CCN3CCC(CC3)CO)C=C2)C)C1 ethyl 3-{3-[(6-hydroxy-2,2-dioxo-2H-1,2λ6,3-benzoxathiazin-3(4H)-yl)methyl]-4-methylphenyl}-3-(1-{2-[4-(hydroxymethyl)piperidin-1-yl]ethyl}-4-methyl-1H-benzotriazol-5-yl)propanoate